C(C)(C)C1=C(C=C(C=C1)C=1N=CC2=CC=CC=C2C1)O 2-Isopropyl-5-(isoquinolin-3-yl)phenol